2-cyclobutyl-quinazoline-4-thiol C1(CCC1)C1=NC2=CC=CC=C2C(=N1)S